N[C@@H]1[C@@H](OCC12CCN(CC2)C=2C(=NC(=C(N2)C)SC2=C(C(=NC=C2)N2CC1(COC1)C2)Cl)CO)C {3-[(3S,4S)-4-amino-3-methyl-2-oxa-8-azaspiro[4.5]dec-8-yl]-6-[(3-chloro-2-{2-oxa-6-azaspiro[3.3]hept-6-yl}pyridin-4-yl)mercapto]-5-methylpyrazin-2-yl}methanol